N4-(5-bromo-2-methoxyphenyl)-7-(2-methoxyethoxy)quinazolin-4,6-diamine BrC=1C=CC(=C(C1)NC1=NC=NC2=CC(=C(C=C12)N)OCCOC)OC